CS(=O)(C)=NC1=C(C=C(NC2=NC=C(C(=N2)N2C=C(C3=CC(=CC=C23)[N+](=O)[O-])C)C#N)C=C1)F 2-[4-[[Dimethyl(oxo)-λ6-sulfanylidene]amino]-3-fluoro-anilino]-4-(3-methyl-5-nitro-indol-1-yl)pyrimidine-5-carbonitrile